N-(6-(pyridin-4-yl)pyrrolo[1,2-c]pyrimidin-3-yl)tetrahydro-2H-pyran-4-carboxamide N1=CC=C(C=C1)C=1C=C2N(C=NC(=C2)NC(=O)C2CCOCC2)C1